NC(C(=O)O)(CCCCB(O)O)CC1CN(C1)CC1=CC(=C(C=C1)Cl)Cl 2-amino-6-borono-2-((1-(3,4-dichlorobenzyl)azetidin-3-yl)methyl)hexanoic acid